ClC1=NC(=NC=C1C(F)(F)F)NC=1C=C2CCN(CC2=CC1C1CC1)C(C(F)(F)F)=O 1-(6-((4-chloro-5-(trifluoromethyl)pyrimidin-2-yl)amino)-7-cyclopropyl-3,4-dihydroisoquinolin-2(1H)-yl)-2,2,2-trifluoroethan-1-one